C(\C=C\CCCCCCCCCCCCC)=O (E)-hexadecenal